2-ethyl-4(s)-methylimidazole C(C)C=1NC=C(N1)C